ClC1=C(C(=CC=C1Cl)OC)[C@@H]1N([C@@H](CC1)COS(=O)(=O)C1=CC=C(C=C1)C)C(=O)OC(C)(C)C tert-butyl (2R,5S)-2-(2,3-dichloro-6-methoxyphenyl)-5-{[(4-methylbenzenesulfonyl)oxy]methyl}pyrrolidine-1-carboxylate